2,2',4,4'-Tetrakis-tert-butyl-3,3'-dihydroxybiphenyl C(C)(C)(C)C1=C(C=CC(=C1O)C(C)(C)C)C1=C(C(=C(C=C1)C(C)(C)C)O)C(C)(C)C